7-(1-(2-Hydroxy-2-methylpropyl)-1H-pyrazol-4-yl)-1-isopropyl-8-(isoquinolin-6-yl)-3-methyl-3,6-dihydroimidazo[4,5-d]pyrrolo[2,3-b]pyridin-2(1H)-one OC(CN1N=CC(=C1)C1=C(C=2C(=NC=C3C2N(C(N3C)=O)C(C)C)N1)C=1C=C3C=CN=CC3=CC1)(C)C